C1C(CC12CCNCC2)OC2CCN(CC2)C(=O)OCC2=CC=CC=C2 benzyl 4-((7-azaspiro[3.5]nonan-2-yl)oxy)piperidine-1-carboxylate